2-[(3R)-1-[(2R)-2-[[4-(2-cyanophenyl)-7-quinolyl]oxy]propanoyl]-3-piperidyl]acetic acid C(#N)C1=C(C=CC=C1)C1=CC=NC2=CC(=CC=C12)O[C@@H](C(=O)N1C[C@H](CCC1)CC(=O)O)C